Methyl (3-amino-5-(tetrahydro-2H-pyran-3-yl)phenyl)carbamate NC=1C=C(C=C(C1)C1COCCC1)NC(OC)=O